2-(2-methylpropyl)-1,3-oxazole-5-carboxylic acid CC(CC=1OC(=CN1)C(=O)O)C